CN(C1C(CCCC1)NC)C N1,N1,N2-Trimethylcyclohexan-1,2-diamin